CCCCCCCCCCCCCCCCCC(=O)N[C@@H](CO[C@H]1[C@@H]([C@H]([C@H]([C@H](O1)CO)O)OS(=O)(=O)O)O)[C@@H](/C=C/CCCCCCCCCCCCC)O The molecule is a N-acyl-beta-D-galactosylsphingosine having a sulfo group at the 3-position on the galactose ring and stearoyl as the N-acyl group. It has a role as an epitope. It is a N-acyl-beta-D-galactosylsphingosine and a galactosylceramide sulfate. It is a conjugate acid of a 1-(3-O-sulfo-beta-D-galactosyl)-N-stearoylsphingosine(1-).